((1-(6-(cyanomethyl)-2-(4,4-dimethylpiperidin-1-yl)-4-oxo-4H-benzopyran-8-yl)ethyl)amino)benzoic acid C(#N)CC=1C=C(C2=C(C(C=C(O2)N2CCC(CC2)(C)C)=O)C1)C(C)NC1=C(C(=O)O)C=CC=C1